CS(=O)(=O)NC=1C=C(C=C(C1)NS(=O)(=O)C)C1(CC(=CC=C1)CCC(=O)N)C1=NC=CN=C1 3-(3',5'-bis((methylsulfonyl)amino)-1-(pyrazin-2-yl)biphenyl-3-yl)propanamide